N-((5-hydroxy-1-(4-(trifluoromethyl)phenyl)-1H-indazol-3-yl)methyl)methanesulfonamide OC=1C=C2C(=NN(C2=CC1)C1=CC=C(C=C1)C(F)(F)F)CNS(=O)(=O)C